C(C)(=O)OC1C(OC(C(C1OC(C)=O)OC(C)=O)C1=CC(=C(C=C1)C)CC1=CC2=C(OCCO2)C=C1)SC(N)=O 4,5-bis(acetoxy)-2-(carbamoylthio)-6-[3-(2,3-dihydro-1,4-benzodioxin-6-ylmethyl)-4-methyl phenyl]oxane-3-yl acetate